FC(OC1=CC(=NN1)NC1=CN=CC(=N1)O[C@H]1CCN(CC12CC2)C(=O)OC(C)(C)C)F tert-butyl (S)-8-((6-((5-(difluoromethoxy)-1H-pyrazol-3-yl)amino)pyrazin-2-yl)oxy)-5-azaspiro[2.5]octane-5-carboxylate